C(C)(=O)N1[C@@H](CCC1)C(=O)NC(C(=O)N[C@@H]1B(OC2=C(C1)C=CC=C2C(=O)O)O)C2=CC=C(C=C2)P(=O)(O)O (3R)-3-(2-((S)-1-acetylpyrrolidine-2-carboxamido)-2-(4-phosphonophenyl)acetamido)-2-hydroxy-3,4-dihydro-2H-benzo[e][1,2]oxaborinine-8-carboxylic acid